FC(=CC1=C2C=CN(C2=CC(=C1OC=1C=CC(=C(C#N)C1)F)F)S(=O)(=O)C1=CC=C(C)C=C1)F 5-((4-(2,2-difluorovinyl)-6-fluoro-1-tosyl-1H-indol-5-yl)oxy)-2-fluorobenzonitrile